C(#C)C1=CC=CC=2N(C(N(C21)C)=O)C2C(NC(CC2)=O)=O 3-(4-ethynyl-3-methyl-2-oxo-1,3-benzodiazol-1-yl)piperidine-2,6-dione